5-[2-chloro-5-(1H-tetrazol-5-yl)phenyl]-1H-naphtho[1,2-b][1,4]diazepin-2,4(3H,5H)-dione sodium salt [Na].ClC1=C(C=C(C=C1)C1=NN=NN1)N1C2=C(NC(CC1=O)=O)C1=CC=CC=C1C=C2